CN(C1=CC(=C(C(=O)NC=2C(=NC(=CC2)OC)C)C=C1)NC1=C(C=C(C=C1)F)C)C 4-(dimethylamino)-2-((4-fluoro-2-methylphenyl)-amino)-N-(6-methoxy-2-methylpyridin-3-yl)benzamide